methyl 6-chloro-5-cyclopropyl-3-(trifluoromethylsulfonyloxy)pyrazine-2-carboxylate ClC1=C(N=C(C(=N1)C(=O)OC)OS(=O)(=O)C(F)(F)F)C1CC1